C(C)C=1C=C(C=C[SH2+])C=C(C1)CC 3,5-Diethylstyryl-sulfonium